r-butyl ((3-hydroxypyridin-2-yl)methyl)carbamate OC=1C(=NC=CC1)CNC(OCCCC)=O